1-((5aS,6R,11bR)-14-(cyclopropylmethyl)-5a,10-dihydroxy-1,2,5,5a,6,7-hexahydro-6,11b-(epiminoethano)naphtho[1,2-d]azepin-3(4H)-yl)-2-(5-methyl-1H-pyrazol-1-yl)ethan-1-one C1(CC1)CN1CC[C@]23CCN(CC[C@]2([C@H]1CC1=CC=C(C=C13)O)O)C(CN1N=CC=C1C)=O